C1C(\C=C\CCCCCCCC)C(=O)OC1=O trans-3-dodecene-1,2-dicarboxylic anhydride